iron-zinc-iron cyanide tert-butyl-2-(benzylthio)-7-(3,3-dimethylbutyl)-7,8-dihydro-1,6-naphthyridine-6(5H)-carboxylate C(C)(C)(C)OC(=O)N1CC=2C=CC(=NC2CC1CCC(C)(C)C)SCC1=CC=CC=C1.[Fe](C#N)C#N.[Zn].[Fe]